CC=1C=C2C(=NC1C)N(C(=C2)C(=O)O)S(=O)(=O)C2=CC=C(C)C=C2 5,6-dimethyl-1-tosyl-1H-pyrrolo[2,3-b]pyridine-2-carboxylic acid